ClC1=CC=C(C=C1)C=1SC=C2N=CN(C(C21)=O)CC(=O)N2CCC(CC2)(F)F 5-(4-chlorophenyl)-3-(2-(4,4-difluoropiperidin-1-yl)-2-oxoethyl)thieno[3,4-d]pyrimidin-4(3H)one